ClC1=NC=2N(C(=C1C1=C(C=C(C=C1F)F)F)N[C@](C)(C(C)(C)C)[2H])N=CN2 (R)-5-chloro-N-(3,3-dimethylbutan-2-yl-2-d)-6-(2,4,6-trifluorophenyl)-[1,2,4]triazolo[1,5-a]pyrimidin-7-amine